thiophenyl-thiophenol S1C(=CC=C1)C1=C(C=CC=C1)S